N1-(3-chloro-2-fluorobenzyl)-N1-(2,2-difluoroethyl)ethane-1,2-diamine hydrochloride Cl.ClC=1C(=C(CN(CCN)CC(F)F)C=CC1)F